[Cl-].O=C1N[C@]2(COC1)[C@@H]([NH2+]CCC2)COC2CCC(CC2)C2=C(C(=CC=C2)F)OCCC(=O)O |o1:4,8| Rel-(6S,7R)-2-oxo-7-({[(1s,4s)-4-[2-(2-carboxyethoxy)-3-fluorophenyl]cyclohexyl]oxy}methyl)-4-oxa-1,8-diazaspiro[5.5]undecane-8-ium chloride